(S)-N-((6-(1H-pyrazol-1-yl)pyridin-3-yl)methyl)-8-(2-chloro-5-fluorophenyl)-1-(3-fluoro-5-(trifluoromethyl)benzamido)-6-oxo-5,6,7,8-tetrahydroimidazo[1,5-a]pyrazine-3-carboxamide N1(N=CC=C1)C1=CC=C(C=N1)CNC(=O)C1=NC(=C2N1CC(N[C@H]2C2=C(C=CC(=C2)F)Cl)=O)NC(C2=CC(=CC(=C2)C(F)(F)F)F)=O